C(C)(C)(C)C=1N=C(OC1)C1CC2(C1)CCN(CC2)C(=O)OC(C)(C)C tert-butyl 2-(4-(tert-butyl) oxazol-2-yl)-7-azaspiro[3.5]nonane-7-carboxylate